6-[4-(2-{6-azaspiro[2.5]octan-6-yl}-4-iodophenyl)-1H-1,2,3-triazol-1-yl]-8-(4,4-difluoropiperidin-1-yl)quinoline C1CC12CCN(CC2)C2=C(C=CC(=C2)I)C=2N=NN(C2)C=2C=C1C=CC=NC1=C(C2)N2CCC(CC2)(F)F